(3S,6S)-6-allyl-3,6-dihydro-2H-pyran-3-yl acetate C(C)(=O)O[C@@H]1CO[C@H](C=C1)CC=C